BrC1=CC=C(C=N1)C(CCC(F)(F)F)O (6-bromopyridin-3-yl)-4,4,4-trifluorobutan-1-ol